C(\C=C\C)N1C(C2=C(C(=C1)C=1C=C(C(=O)NCC3CC3)C=CC1OC)C=CN2)=O 3-[6-[(E)-but-2-enyl]-7-oxo-1H-pyrrolo[2,3-c]pyridin-4-yl]-N-(cyclopropylmethyl)-4-methoxy-benzamide